FC1(CCN(CC1)C1=NC(=CC(=N1)C1=NOC(=N1)C1=C(C=C(C=C1)NS(=O)(=O)CCO)N1CCC2(CC2)CC1)C)F N-(4-(3-(2-(4,4-difluoropiperidin-1-yl)-6-methylpyrimidin-4-yl)-1,2,4-oxadiazol-5-yl)-3-(6-azaspiro[2.5]octan-6-yl)phenyl)-2-hydroxyethanesulfonamide